N1(CCCCC1)C/C=C/CCl (2E)-4-(1-piperidyl)-2-butenylchloride